NCCNC(C1=C(C=CC(=C1)C=1C(=NC=CC1)OCC)N1[C@@H](CN(CC1)C(C1=C(C=C(C=C1)F)C1=CC=NC=C1)=O)CC)=O N-(2-aminoethyl)-5-(2-ethoxypyridin-3-yl)-2-[(2R)-2-ethyl-4-[4-fluoro-2-(pyridin-4-yl)benzoyl]piperazin-1-yl]benzamide